N-((S or R)-(3-chloro-4-fluorophenyl)(1-(2,2,2-trifluoroethyl)piperidin-4-yl)methyl)-3-oxopiperazine-1-carboxamide ClC=1C=C(C=CC1F)[C@@H](NC(=O)N1CC(NCC1)=O)C1CCN(CC1)CC(F)(F)F |o1:8|